NCCN1C2=CC(=C(C=C2C=2C=CC(=CC12)NC1=CC=C(C=C1)Cl)Cl)Cl 9-(2-Aminoethyl)-6,7-dichloro-N-(4-chlorophenyl)-9H-carbazol-2-amine